FC=1C=C(C=CC1)C1=CC=CC(=N1)CC1N(CCC1=O)C(=O)OC(C)(C)C tert-butyl 2-((6-(3-fluorophenyl) pyridin-2-yl) methyl)-3-oxopyrrolidine-1-carboxylate